N-[[8-[4-(trifluoromethoxy)phenyl]imidazo[1,2-a]pyridin-6-yl]methyl]prop-2-enamide FC(OC1=CC=C(C=C1)C=1C=2N(C=C(C1)CNC(C=C)=O)C=CN2)(F)F